C1(=CC=CC=C1)C(CC(C(C=1OCC(N1)C(C)C)C=1OCC(N1)C(C)C)C1=CC=CC=C1)=O 1,3-diphenyl-4,4-bis(4-isopropyl-4,5-dihydro-oxazolyl)-1-butanone